IC1=CC2=C(NC(O2)=O)C=C1 6-iodobenzo[d]oxazol-2(3H)-one